FC=1C(=C(C=CC1F)[C@H]1[C@@H](O[C@@]([C@H]1CC)(C(F)(F)F)C)C(=O)NC1=CC(=NC=C1)C(=O)N)OC (2R,3S,4S,5S)-4-[[3-(3,4-difluoro-2-methoxy-phenyl)-4-ethyl-5-methyl-5-(trifluoromethyl)tetrahydrofuran-2-carbonyl]amino]pyridine-2-carboxamide